C(OOOC(C)(C)CC)(OCCC)=O t-pentylperoxy n-propyl monocarbonate